ClC=1N=C(C2=C(N1)SC=N2)OCCC2=CNC1=CC=CC=C21 5-chloro-7-[2-(1H-indol-3-yl)ethoxy]thiazolo[5,4-d]pyrimidine